3-Aminopropyltrimethoxy-silan NCCC[Si](OC)(OC)OC